(±)-trans-N-(8-amino-6-(1,2-dimethyl-1H-imidazol-5-yl)isoquinolin-3-yl)-2-cyanocyclopropanecarboxamide NC=1C=C(C=C2C=C(N=CC12)NC(=O)[C@H]1[C@@H](C1)C#N)C1=CN=C(N1C)C |r|